FC1=CC=C(C=C1)C=1SC2=C(N1)CNC2 2-(4-fluorophenyl)-5,6-dihydro-4H-pyrrolo[3,4-D]thiazole